CC=1C=CC=2N(C3=CC=CC=C3C2C1)C1=CC=C(C=C1)C1=C(C(=C(C(=C1C1=CC=C(C=C1)N1C2=CC=CC=C2C=2C=C(C=CC12)C)C1=CC=NC=C1)C1=CC=C(C=C1)N1C2=CC=CC=C2C=2C=C(C=CC12)C)C#N)C1=CC=C(C=C1)N1C2=CC=CC=C2C=2C=C(C=CC12)C 4,4''-bis(3-methyl-9H-carbazol-9-yl)-4',6'-bis(4-(3-methyl-9H-carbazol-9-yl)phenyl)-5'-(pyridin-4-yl)-[1,1':2',1''-terphenyl]-3'-carbonitrile